F[C@H]1CN(CC[C@H]1NC1=CC=CN2C(=C(C=C12)C#CCNC=1C=C(C(=O)NC)C=CC1OC1CC(C1)O)SC(F)(F)F)C 3-{[3-(8-{[(3S,4R)-3-fluoro-1-methylpiperidin-4-yl]amino}-3-[(trifluoromethyl)sulfanyl]indolizin-2-yl)prop-2-yn-1-yl]amino}-4-(3-hydroxycyclobutoxy)-N-methylbenzamide